C(C)(C)C=1SC=C(N1)[C@H](CC1=CC=C(C=C1)NS(O)(=O)=O)NC([C@H](CC1=CC=CC=C1)NC(=O)OC)=O 4-{(S)-2-(2-isopropylthiazol-4-yl)-2-[(S)-2-(methoxycarbonylamino)-3-phenylpropionylamino]Ethyl}phenyl-sulfamic acid